6-cyanotryptophan C(#N)C=1C=C2NC=C(C[C@H](N)C(=O)O)C2=CC1